Phenoxarsinine C1=CC=CC=2OC3=CC=CC=C3[AsH]C12